(methoxycarbonylmethyl)phenylboronic acid pinacol ester COC(=O)CCC1(OB(OC1(C)C)C1=CC=CC=C1)C